4-[3-(4-fluorophenyl)-1-methyl-1H-pyrazol-4-yl]-6-{[(4-methoxyphenyl)methyl]amino}pyrido[3,2-d]pyrimidin-7-ol FC1=CC=C(C=C1)C1=NN(C=C1C=1C2=C(N=CN1)C=C(C(=N2)NCC2=CC=C(C=C2)OC)O)C